2-(3-ethylsulfanylpyridin-2-yl)-3-methyl-6-trifluoromethyl-3H-imidazo[4,5-b]pyridine C(C)SC=1C(=NC=CC1)C1=NC=2C(=NC=C(C2)C(F)(F)F)N1C